N-(4-((4-(3-(2-aminoethoxy)-5-chlorophenyl)piperazin-1-yl)sulfonyl)phenyl)-2-(N-methylmethylsulfonamido)benzamide 2,2,2-trifluoroacetate FC(C(=O)O)(F)F.NCCOC=1C=C(C=C(C1)Cl)N1CCN(CC1)S(=O)(=O)C1=CC=C(C=C1)NC(C1=C(C=CC=C1)N(S(=O)(=O)C)C)=O